NC1=NC=CC2=C(C=CC=C12)C1=CC=C2CC[C@H](C2=C1)OC1=C(C=CC(=C1)C(F)(F)F)CC(=O)OCC (R)-ethyl 2-(2-((6-(1-aminoisoquinolin-5-yl)-2,3-dihydro-1H-inden-1-yl)oxy)-4-(trifluoromethyl)phenyl)acetate